OC=1C(=C(C=C(C1)O)\C=C\C1=CC=CC=C1)C1C=C(CCC1C(C)C)C 3,5-dihydroxy-2-[(3'R-4'R)-p-menthenyl]-trans-stilbene